C(#C)N(S(=O)(=O)C1=CC=C(C=C1)CCNC1=CC=C(C=C1)C(F)(F)F)C N-ethynyl-N-methyl-4-(4-trifluoromethylphenylamino)ethyl-benzenesulfonamide